C1=C(C=CC2=CC=CC=C12)C=1C2=CC=CC=C2C(=C2C=CC=CC12)C1=CC2=CC=CC=C2C=C1 di(naphthalene-2-yl)anthracene